[4-[[1-(azetidin-3-yl)-4-piperidinyl]amino]-7H-pyrrolo[2,3-d]pyrimidin-5-yl]-(2-chloro-4-phenoxy-phenyl)methanone N1CC(C1)N1CCC(CC1)NC=1C2=C(N=CN1)NC=C2C(=O)C2=C(C=C(C=C2)OC2=CC=CC=C2)Cl